rel-1-[[(2R,3S)-3-(2-chlorophenyl)-2-(2,4-difluorophenyl)-2-oxiranyl]methyl]-5-(2-propen-1-ylsulfanyl)-1H-1,2,4-triazole ClC1=C(C=CC=C1)[C@H]1[C@@](O1)(C1=C(C=C(C=C1)F)F)CN1N=CN=C1SCC=C |o1:7,8|